BrC=1C=C(C=CC1)N1C(=C2C(N(N=CC2=C1C)C1=NC=CC=C1)=O)C 6-(3-bromophenyl)-5,7-dimethyl-2-(pyridin-2-yl)-2,6-dihydro-1H-pyrrolo[3,4-d]pyridazin-1-one